2-(tert-Butyl)aminoethan C(C)(C)(C)NCC